C(C)(C)(C)OC(=O)N1CC2(CCCC2)C(CC1)(O)CN1C(C=C(C(=C1)C(=O)OCC)Cl)=O 10-((4-chloro-5-(ethoxycarbonyl)-2-oxopyridin-1(2H)-yl)methyl)-10-hydroxy-7-azaspiro[4.5]Decane-7-carboxylic acid tert-butyl ester